N-[4-(1-methanesulfonylethyl)phenyl]-5H,6H,7H,8H-pyrido[3,4-d]pyrimidin-2-amine CS(=O)(=O)C(C)C1=CC=C(C=C1)NC=1N=CC2=C(N1)CNCC2